(R)-4-methyl-6,6a,7,8,9,10-hexahydro-5H-pyrazino[1,2-a][1,8]naphthyridine CC=1C=2CC[C@H]3N(C2N=CC1)CCNC3